C1(=CC=CC=C1)C(=C(C1=CC=C(C=C1)O)C1=CC=C(C=C1)O)CC 4,4'-(2-phenylbut-1-en-1,1-diyl)diphenol